[N+](=O)([O-])C=1C=C(/C=C/C2=NS(OC3=C2C=CC=C3)(=O)=O)C=CC1 (E)-4-(3-nitrostyryl)benzoxathiazine 2,2-dioxide